1-(4-((6-(4-bromophenyl)pyridazin-3-yl)methyl)piperazin-1-yl)ethan-1-one BrC1=CC=C(C=C1)C1=CC=C(N=N1)CN1CCN(CC1)C(C)=O